Palladium(II) benzyl-1,4,8,11-tetraazacyclotetradecane C(C1=CC=CC=C1)N1CCNCCCNCCNCCC1.[Pd+2]